2-bromo-7-chloro-5H-cyclopenta[2,1-b:3,4-b']dipyridin-5-one BrC1=CC=C2C(=N1)C1=NC=C(C=C1C2=O)Cl